N-(4-(6-fluoro-3,4-dihydroisoquinolin-2(1H)-yl)-2,6-dimethylphenyl)-1-formylcyclopentane-1-carboxamide FC=1C=C2CCN(CC2=CC1)C1=CC(=C(C(=C1)C)NC(=O)C1(CCCC1)C=O)C